FC=1C=CC=2N(C1C=1C(=[N+](C=CC1)[O-])C)N=CN2 3-(6-fluoro-[1,2,4]triazolo[1,5-a]pyridin-5-yl)-2-methylpyridine 1-oxide